4-(((3,4-dichlorophenyl)thio)methyl)-1H-1,2,3-triazole ClC=1C=C(C=CC1Cl)SCC=1N=NNC1